FC1=C(C#N)C=CC=C1 (E)-2-fluoro-benzonitrile